OC1=C(C=CC(=C1)O)C1(COC2=CC(=CC=C2C1=O)O)OC 3-(2,4-dihydroxyphenyl)-7-hydroxy-3-methoxy-4H-chromen-4-one